CC1=CC(C=C1)[Zr] (3-methylcyclopentadienyl)zirconium